(R)-N-((1-(4-(trifluoromethyl)phenyl)-1,2,3,4-tetrahydro-1,5-naphthyridin-3-yl)methyl)acrylamide FC(C1=CC=C(C=C1)N1C[C@H](CC2=NC=CC=C12)CNC(C=C)=O)(F)F